5-Phenyl-isoxazole-3-carboxylic acid {2-[3-(2,5-difluoro-phenoxy)-pyrrolidin-1-yl]-2-oxo-ethyl}-amide FC1=C(OC2CN(CC2)C(CNC(=O)C2=NOC(=C2)C2=CC=CC=C2)=O)C=C(C=C1)F